CC1CN(CC(C1)CN1CCC(CC1)N1CCOCC1)C1=C2C=CC=NC2=C(C=C1)C(F)(F)F 5-[3-methyl-5-(4-morpholin-4-yl-piperidin-1-ylmethyl)-piperidin-1-yl]-8-trifluoromethyl-quinoline